1-hydroxy-2-[3-(trifluoromethyl)phenyl]butan OCC(CC)C1=CC(=CC=C1)C(F)(F)F